C(=O)(O)COC=1C=C(C=CC1)C=1N=NN([NH+]1)C1=CC=C(C=C1)S(=O)(=O)O 5-(3-carboxymethoxyphenyl)-2-(4-sulfophenyl)-2H-tetrazolium